NC1=C(C=CC(=C1)S(=O)(=O)O)S(=O)(=O)[O-].[Na+] monosodium 2-amino-1,4-benzenedisulfonate salt